4-bromo-5-fluoro-2-(4-fluorophenyl)-3-methyl-1H-indole-7-carboxamide BrC1=C2C(=C(NC2=C(C=C1F)C(=O)N)C1=CC=C(C=C1)F)C